C(#C)C1=NN(C2=CC=C(C=C12)C1=C(N(N=C1)C)CN(C(OC(C)(C)C)=O)[C@H](COC=1N(N=C(C1I)C)C)C)C1OCCCC1 tert-butyl N-[[4-(3-ethynyl-1-tetrahydropyran-2-yl-indazol-5-yl)-2-methyl-pyrazol-3-yl]methyl]-N-[(1S)-2-(4-iodo-2,5-dimethyl-pyrazol-3-yl)oxy-1-methyl-ethyl]carbamate